3-(5-((4-(3-((4-((8-cyclopentyl-7-oxo-7,8-dihydropyrido[2,3-d]pyrimidin-2-yl)-amino)piperidin-1-yl)sulfonyl)phenoxy)piperidin-1-yl)methyl)-1-oxoisoindolin-2-yl)piperidine-2,6-dione C1(CCCC1)N1C(C=CC2=C1N=C(N=C2)NC2CCN(CC2)S(=O)(=O)C=2C=C(OC1CCN(CC1)CC=1C=C3CN(C(C3=CC1)=O)C1C(NC(CC1)=O)=O)C=CC2)=O